1-(4-((2-amino-6-methylphenyl)amino)piperidin-1-yl)-2-(4-(trifluoromethyl)phenyl)ethan-1-one NC1=C(C(=CC=C1)C)NC1CCN(CC1)C(CC1=CC=C(C=C1)C(F)(F)F)=O